((2R,3S,4R,5R)-5-(6-chloro-4-((3aR,6aS)-hexahydrocyclopenta[c]pyrrol-2(1H)-yl)-1H-pyrazolo[3,4-d]pyrimidin-1-yl)-3,4-dihydroxy-3-(trifluoromethyl)tetrahydrofuran-2-yl)methyl benzoate C(C1=CC=CC=C1)(=O)OC[C@H]1O[C@H]([C@@H]([C@]1(C(F)(F)F)O)O)N1N=CC=2C1=NC(=NC2N2C[C@@H]1[C@H](C2)CCC1)Cl